FC(S(=O)(=O)[O-])(F)F.C(C)(C)(C)C1=CC=C(C=C1)[I+]C1=CC=C(C=C1)C(C)(C)C bis-(4-tert-butylphenyl)iodonium trifluoromethanesulfonate